7-oxo-4,5,6,7-tetrahydro-1-benzothiophene-3-carboxylic acid O=C1CCCC=2C(=CSC21)C(=O)O